N-oleyl-N'-carboxyethyl-N'-hydroxyethyl-ethylenediamine sodium [Na].C(CCCCCCC\C=C/CCCCCCCC)NCCN(CCO)CCC(=O)O